(R)-3-methyl-4-(4-(3-methylpyridin-4-yl)-7-(1H-pyrazol-5-yl)imidazo[1,5-b]pyridazin-2-yl)morpholine C[C@H]1N(CCOC1)C=1C=C(C=2N(N1)C(=NC2)C2=CC=NN2)C2=C(C=NC=C2)C